copper-aluminum-gold [Au].[Al].[Cu]